5,7-di-tert-butyl-3-(5-methylfuran-2-yl)cyclohepta[b]pyrrol-6(1H)-one C(C)(C)(C)C1=CC2=C(NC=C2C=2OC(=CC2)C)C=C(C1=O)C(C)(C)C